Ethyl 3-(5-fluoro-6-formylpyridin-3-yl)propanoate FC=1C=C(C=NC1C=O)CCC(=O)OCC